6-((5-fluoropyridin-2-yl)amino)-N-methyl-4-((2-methyl-4,5-dihydro-2H-benzo[2,3]oxepino[4,5-c]pyrazol-7-yl)amino)pyridazine-3-carboxamide FC=1C=CC(=NC1)NC1=CC(=C(N=N1)C(=O)NC)NC1=CC=CC2=C1OCCC=1C2=NN(C1)C